2-(1-(4-methoxybenzyl)-3-(trifluoromethyl)-1H-1,2,4-triazol-5-yl)imidazo[1,2-a]pyrimidine hydrochloride Cl.COC1=CC=C(CN2N=C(N=C2C=2N=C3N(C=CC=N3)C2)C(F)(F)F)C=C1